CCOC1=CC2=C(C=C1)NC(C=C2C)(C)C 6-Ethoxy-2,4-trimethyl-1,2-dihydroquinoline